4-methyl-3-{[2-(pyridin-3-yl)pyrimidin-4-yl]amino}benzoic acid CC1=C(C=C(C(=O)O)C=C1)NC1=NC(=NC=C1)C=1C=NC=CC1